methyl 4-(1-bromoethyl)benzoate BrC(C)C1=CC=C(C(=O)OC)C=C1